CC1=NC(=NC(=C1)C)NC1=C(C=CC(=C1)C(F)(F)F)N1CCNCC1 4-(2-((4,6-dimethylpyrimidin-2-yl)amino)-4-(trifluoromethyl)phenyl)piperazine